N-propyl-1,3,5-triazine C(CC)N1CN=CN=C1